methyl 7-(hexahydropyridin-1-yl)-2-oxo-1H-quinoline-3-carboxylate N1(CCCCC1)C1=CC=C2C=C(C(NC2=C1)=O)C(=O)OC